1-(o-tolyl) vinyl-4-methylbenzenesulfonate C(=C)C1=C(C=CC(=C1)C)S(=O)(=O)OC1=C(C=CC=C1)C